tert-butyl 4-(4-((8-(3-acrylamidophenyl)-5-methyl-7-oxo-7,8-dihydropyrido[2,3-d]pyrimidin-2-yl)amino)-3-ethoxyphenyl)piperazine-1-carboxylate C(C=C)(=O)NC=1C=C(C=CC1)N1C(C=C(C2=C1N=C(N=C2)NC2=C(C=C(C=C2)N2CCN(CC2)C(=O)OC(C)(C)C)OCC)C)=O